C(C=C)(=O)NC1=CC=C(C=C1)C1=NN2N=CN=C(C2=C1C1=CC(=C(C(=O)NC2CCCC2)C=C1)OC)N 4-(6-(4-acrylamidophenyl)-4-aminopyrazolo[5,1-f][1,2,4]triazin-5-yl)-N-cyclopentyl-2-methoxybenzamide